O=C1N[C@H]2[C@@H](OC1)CCN(C2)C(=O)N2CCC(CC2)[C@H](C2=CC=C(OCCNC(OC(C)(C)C)=O)C=C2)C2=CC=CC=C2 |&1:19| tert-Butyl N-[2-[4-[(SR)-[1-[(4aR,8aS)-3-oxo-4,4a,5,7,8,8a-hexahydropyrido[4,3-b][1,4]oxazine-6-carbonyl]-4-piperidyl]-phenyl-methyl]phenoxy]ethyl]carbamate